[Ir].CC1=NC=CC=C1 methylpyridine iridium